FC1=C(N(CC2=CC=C(C=C2)OC)CC2=CC=C(C=C2)OC)C=C(C(=C1B1OC(C(O1)(C)C)(C)C)C(F)(F)F)C 2-fluoro-N,N-bis(4-methoxybenzyl)-5-methyl-3-(4,4,5,5-tetramethyl-1,3,2-dioxaborolan-2-yl)-4-(trifluoromethyl)aniline